FC1(CC(C1)[C@@H](O)C1=CC=2C(=NC(=CC2)C2=CC3=C(N=C(O3)C)C=C2)S1)F (R)-(3,3-difluorocyclobutyl)(6-(2-methyl-1,3-benzoxazol-6-yl)thieno[2,3-b]pyridin-2-yl)methanol